3-((3-exo)-3-((7-((5-methyl-1H-1,2,4-triazol-3-yl)amino)-1,6-naphthyridin-5-yl)amino)-8-azabicyclo[3.2.1]octan-8-yl)propionitrile CC1=NC(=NN1)NC1=NC(=C2C=CC=NC2=C1)NC1CC2CCC(C1)N2CCC#N